(S)-tert-butyl ((6-(2,2'-dichloro-3'-(4,4,5,5-tetramethyl-1,3,2-dioxaborolan-2-yl)-[1,1'-biphenyl]-3-yl)-2-methoxypyridin-3-yl)methyl)((5-oxopyrrolidin-2-yl)methyl)carbamate ClC1=C(C=CC=C1C1=CC=C(C(=N1)OC)CN(C(OC(C)(C)C)=O)C[C@H]1NC(CC1)=O)C1=C(C(=CC=C1)B1OC(C(O1)(C)C)(C)C)Cl